ClC=1C=CC(=C(C1)C1=CC(=C(N=N1)OCCCS(=O)(=O)C)NC1=CC(=NC=C1)NC(CCN1CCN(CC1)C)=O)F N-(4-{[6-(5-chloro-2-fluorophenyl)-3-(3-methanesulfonylpropoxy)pyridazin-4-yl]amino}pyridin-2-yl)-3-(4-methylpiperazin-1-yl)propanamide